BrC=1C=C(C=NC1)[C@H](C)NC=1C=C(C(=O)N[C@@H]2[C@H](CCCC2)O)C=CC1C 3-{[(1S)-1-(5-bromopyridin-3-yl)ethyl]amino}-N-[(1s,2s)-2-hydroxycyclohexyl]-4-methylbenzamide